C[C@]12[C@H]3CC([C@@]4([C@H](CC[C@H]4[C@@H]3C(C[C@@H]2CC(CC1)=O)=O)[C@@H](CCC(=O)O)C)C)=O (4R)-4-[(5S,8R,9S,10S,13R,14S,17R)-10,13-dimethyl-3,7,12-trioxo-1,2,4,5,6,8,9,11,14,15,16,17-dodecahydrocyclopenta[a]phenanthren-17-yl]pentanoic acid